4-{3-methoxy-4-[3-(prop-2-yl)phenoxy]phenyl}-2H,4H,5H,6H,7H-pyrazolo[3,4-b]pyridin-6-one COC=1C=C(C=CC1OC1=CC(=CC=C1)C(C)C)C1C=2C(NC(C1)=O)=NNC2